C(CC)(=O)OC=1C(=NC=CC1OC)C(N[C@@H](C)C1=NC(=NN1C)C1=CC(=CC(=C1)C)C)=O (S)-2-((1-(3-(3,5-dimethylphenyl)-1-methyl-1,2,4-triazol-5-yl)ethyl)carbamoyl)-4-methoxypyridin-3-yl propionate